CN1N=NN=C1SC1=C(C(=O)NC=2C=CC(=C(C(=O)O)C2)C(C)C)C=C(C=C1)[N+](=O)[O-] 5-[2-[(1-Methyl-1H-1,2,3,4-tetrazol-5-yl)sulfanyl]-5-nitrobenzamido]-2-(propan-2-yl)benzoic acid